OC1(CCN(CC1)C1=NC=CC(=N1)NC=1N=CC2=C(C=CC(=C2C1)C1CN(C1)C(C=C)=O)N1C([C@@H]([C@H]1C)CS(=O)(=O)C)(C)C)C 1-(3-(3-((2-(4-hydroxy-4-methylpiperidin-1-yl)pyrimidin-4-yl)amino)-8-((3R,4R)-2,2,4-trimethyl-3-((methylsulfonyl)methyl)azetidin-1-yl)isoquinolin-5-yl)azetidin-1-yl)prop-2-en-1-one